FC=1C=C(C=C(C1CN1CC(C1)C(=O)O)OC)C1=C(C(=CC=C1)C1=C(C(=CC=C1)NC=1C2=C(N=CN1)C=CC=N2)C)C 1-((3-fluoro-5-methoxy-2',2''-dimethyl-3''-(pyrido[3,2-d]pyrimidin-4-ylamino)-[1,1':3',1''-terphenyl]-4-yl)methyl)azetidine-3-carboxylic acid